NCC1=C(C=C(C=C1)C1=NN(C2=NC=NC(=C21)N)C2CCCC2)F 3-[4-(aminomethyl)-3-fluoro-phenyl]-1-cyclopentyl-pyrazolo[3,4-d]Pyrimidin-4-amine